N-(2-aminophenyl)-4-(3-(4-(((2-(1-isopropyl-1H-pyrazol-4-yl)cyclopropyl)amino)methyl)piperidin-1-yl)propyl)benzamide TFA Salt OC(=O)C(F)(F)F.NC1=C(C=CC=C1)NC(C1=CC=C(C=C1)CCCN1CCC(CC1)CNC1C(C1)C=1C=NN(C1)C(C)C)=O